4-(6-amino-5-chloro-2-cyclopropylpyrimidin-4-yl)-1lambda6-thiomorpholine-1,1-dione NC1=C(C(=NC(=N1)C1CC1)N1CCS(CC1)(=O)=O)Cl